ClC=1C=C2CCO[C@@H](C2=CC1)CNC (S)-1-(6-chloroisochroman-1-yl)-N-methyl-methylamine